4-(5-cyclopropyl-1,2-oxazol-3-yl)-N-{2-fluoro-6-[6-(trifluoromethyl)pyridin-3-yl]phenyl}-4-methylpiperidine-1-Carboxamide Hydrochloride Cl.C1(CC1)C1=CC(=NO1)C1(CCN(CC1)C(=O)NC1=C(C=CC=C1C=1C=NC(=CC1)C(F)(F)F)F)C